(E)-1-phenyl-1H-benzimidazole C1(=CC=CC=C1)N1C=NC2=C1C=CC=C2